(Z)-3-chloro-4-ethoxy-N'-hydroxybenzoamidine ClC=1C=C(/C(=N/O)/N)C=CC1OCC